(S)-quinuclidin-3-yl (6-(4-fluorophenyl)-2,3-dihydro-1H-inden-1-yl)carbamate FC1=CC=C(C=C1)C1=CC=C2CCC(C2=C1)NC(O[C@@H]1CN2CCC1CC2)=O